tert-Butyl (R)-3-(methoxy(methyl)carbamoyl)piperidine-1-carboxylate CON(C(=O)[C@H]1CN(CCC1)C(=O)OC(C)(C)C)C